2-(5-methylpyridin-2-yl)-5-phenyl-1,3,5,2-dioxazaborole CC=1C=CC(=NC1)B1ON(CO1)C1=CC=CC=C1